6-bromo-1'-ethyl-1-methyl-spiro[indoline-3,4'-piperidin]-2-one BrC1=CC=C2C(=C1)N(C(C21CCN(CC1)CC)=O)C